fructose 4-diphosphate P(O)(=O)(OP(=O)(O)O)O[C@@H]([C@@H](C(CO)=O)O)[C@H](O)CO